BrC=1SC(=C2C1OCCN2C[C@H](C)NC(=O)OC(C)(C)C)C(=O)OC methyl (S)-7-bromo-4-(2-((tert-butoxycarbonyl)amino)propyl)-3,4-dihydro-2H-thieno[3,4-b][1,4]oxazine-5-carboxylate